N1=CC=CC2=CC=CC(=C12)NC(=O)C1=CC=C(C=N1)NC(OCCC1(N=N1)CCC#C)=O 2-(3-(but-3-yn-1-yl)-3H-diazirin-3-yl)ethyl (6-(quinolin-8-ylcarbamoyl)pyridin-3-yl)carbamate